2-(but-2-yn-1-yl)-7-((2S,5R)-2,5-diethyl-4-(1-(1-ethyl-1H-benzo[d]imidazol-2-yl)ethyl)piperazin-1-yl)-4-methyl-2,4-dihydro-5H-pyrazolo[4,3-b]pyridin-5-one C(C#CC)N1N=C2C(N(C(C=C2N2[C@H](CN([C@@H](C2)CC)C(C)C2=NC3=C(N2CC)C=CC=C3)CC)=O)C)=C1